NCC=1N=C(C2=CC=CC=C2C1)N (aminomethyl)isoquinolin-1-amine